9H-fluoren-9-ylmethyl 3,8-diazabicyclo[3.2.1]oct-6-ene-3-carboxylate C12CN(CC(C=C1)N2)C(=O)OCC2C1=CC=CC=C1C=1C=CC=CC21